methyl [4-(7-(4-cyanophenyl)-5-{[(3R)-1-methylpiperidin-3-yl]methoxy}imidazo[1,2-c]pyrimidin-8-yl)-2-fluorobenzyl]methylcarbamate C(#N)C1=CC=C(C=C1)C1=C(C=2N(C(=N1)OC[C@H]1CN(CCC1)C)C=CN2)C2=CC(=C(CN(C(OC)=O)C)C=C2)F